7-oxo-4-thia-1-azabicyclo[3.2.0]heptane-2-carboxylate O=C1CC2SCC(N12)C(=O)[O-]